C(C)(C)(C)NC1=CC(=C2C(=N1)C=C(S2)C2=CC=NN2C2OCCCC2)N(CCCO)C 3-((5-(tert-butylamino)-2-(1-(tetrahydro-2H-pyran-2-yl)-1H-pyrazol-5-yl)thieno[3,2-b]pyridin-7-yl)(methyl)amino)-1-propanol